C1CCC2=C(C=3CCCC3C=C12)NC(=O)O[C@@H](C(=O)O)CN1C=NC=C1 (2R)-2-{[(1,2,3,5,6,7-hexa-hydro-s-indacen-4-yl)-carbamoyl]oxy}-3-(1H-imidazol-1-yl)propanoic acid